3-methyl-5-((4-methylphenyl)sulfonylamino)benzoic acid CC=1C=C(C(=O)O)C=C(C1)NS(=O)(=O)C1=CC=C(C=C1)C